COC1=CC=C(C=C1)/C=C/C(=O)N1C(OCC1)=O (E)-3-(3-(4-methoxyphenyl)acryloyl)oxazolidin-2-one